4-bromo-2-(3-pyridyl)indazole BrC=1C2=CN(N=C2C=CC1)C=1C=NC=CC1